N(=[N+]=[N-])CCOCCOCCNC(CCC(=O)[O-])=O 4-((2-(2-(2-azidoethoxy)ethoxy)ethyl)amino)-4-oxobutanoate